methyl N-[5-[6-[(3-chlorophenyl)-(1H-imidazol-2-ylmethyl)carbamoyl]imidazo[1,2-a]pyridin-3-yl]-2-pyridyl]carbamate ClC=1C=C(C=CC1)N(C(=O)C=1C=CC=2N(C1)C(=CN2)C=2C=CC(=NC2)NC(OC)=O)CC=2NC=CN2